C1(=CC=CC=C1)S(=O)(=O)O.N[C@@H](C(C)C)C(=O)OC1COC1 oxetan-3-yl L-valinate benzenesulfonic acid salt